N-hydroxy-2,3,4,5-tetrahydro-1,4-benzoxazepine ON1CCOC2=C(C1)C=CC=C2